C[C@@H]1N(C[C@H](N(C1)CC1=CC=C(C=C1)OC(F)(F)F)C)C=1C=2C(N(C(C1)=O)C)=CN(N2)C2OCCCC2 7-((2s,5r)-2,5-dimethyl-4-(4-(trifluoromethoxy)benzyl)piperazin-1-yl)-4-methyl-2-(tetrahydro-2H-pyran-2-yl)-2,4-dihydro-5H-pyrazolo[4,3-b]pyridin-5-one